BrC=1C(=C(C(=CC1)F)C(\C=C\N(C)C)=O)F (2e)-1-(3-bromo-2,6-difluorophenyl)-3-(dimethylamino)prop-2-en-1-one